(R)-3-amino-N-(1-(4-(4-(5-fluoropyrimidin-2-yl)piperazin-1-yl)phenethyl)pyrrolidin-3-yl)-2-oxo-1-(1-phenyl-1H-indol-6-yl)-1,2-dihydrothieno[2,3-b]pyrazine-6-carboxamide NC=1C(N(C2=C(N1)SC(=C2)C(=O)N[C@H]2CN(CC2)CCC2=CC=C(C=C2)N2CCN(CC2)C2=NC=C(C=N2)F)C2=CC=C1C=CN(C1=C2)C2=CC=CC=C2)=O